2-(chloromethyl)-6-oxo-1,6-dihydropyrimidine-5-carboxylic acid ethyl ester C(C)OC(=O)C1=CN=C(NC1=O)CCl